((2-((tert-butoxycarbonyl)amino)pyridin-4-yl)methyl)(methyl)amino-3-methylbutanoic acid C(C)(C)(C)OC(=O)NC1=NC=CC(=C1)CC(C(=O)O)(C(C)C)NC